ClC=1C=C2CO[C@]3(O[C@@H]([C@H]([C@@H]([C@H]3O)O)O)CO)C2=CC1CC1=CC=C(C=C1)OCC (1S,3'R,4'S,5'S,6'R)-5-chloro-6-(4-ethoxybenzyl)-6'-(hydroxymethyl)-3',4',5',6'-tetrahydro-3H-spiro[isobenzofuran-1,2'-pyran]-3',4',5'-triol